N-(4-(5-amino-4-cyano-1-(1,1,1-trifluoropropan-2-yl-3,3,3-d3)-1H-pyrazol-3-yl)phenyl)-5-fluoro-2-methoxybenzamide NC1=C(C(=NN1C(C(F)(F)F)C([2H])([2H])[2H])C1=CC=C(C=C1)NC(C1=C(C=CC(=C1)F)OC)=O)C#N